CC1=C(C=C(OCC2N(CC2)C(=O)[O-])C=C1)C(NC1(CC1)C1=C2C=CC=NC2=CC(=C1)C1=CN=C(S1)C)=O 2-((4-methyl-3-((1-(7-(2-methylthiazol-5-yl)quinolin-5-yl)cyclopropyl)carbamoyl)phenoxy)methyl)azetidine-1-carboxylate